NC1CCN(CC1)S(=O)(=O)C1=CC=C(CNC(=O)C=2C=C3C(=NC2)NN=C3)C=C1 1H-Pyrazolo[3,4-b]pyridine-5-carboxylic acid 4-(4-amino-piperidine-1-sulfonyl)-benzylamide